C(C)(=O)OC1=CC=C(C=C1)[S+](C)C 4-Acetyloxyphenyl-dimethyl-sulfonium